tert-butyl ((1r,3r)-3-(4-(2-(4-((5-fluoro-6-(5-methyl-1,2,4-oxadiazol-3-yl)pyridin-3-yl)oxy)phenyl)propan-2-yl)phenoxy)cyclobutyl)carbamate FC=1C=C(C=NC1C1=NOC(=N1)C)OC1=CC=C(C=C1)C(C)(C)C1=CC=C(OC2CC(C2)NC(OC(C)(C)C)=O)C=C1